NC1CC(C1)C(=O)N1C[C@H](CC1)N1N=CC(=C1)C=1C=C(C=2N(C1)N=CC2C#N)OC 6-(1-((S)-1-((1r,3S)-3-aminocyclobutane-1-carbonyl)pyrrolidin-3-yl)-1H-pyrazol-4-yl)-4-methoxypyrazolo[1,5-a]pyridine-3-carbonitrile